ClC1=C(C(=CC(=C1)C(F)(F)F)C#N)N1CCC(CC1)(C(=O)N[C@H]1CN(CC1)C)C1=CC=C(C=C1)C=1C(=NC=CC1)OCC 1-[2-chloro-6-cyano-4-(trifluoromethyl)phenyl]-4-[4-(2-ethoxypyridin-3-yl)phenyl]-N-[(3R)-1-methylpyrrolidin-3-yl]piperidine-4-carboxamide